3-(4-((5-(6-methylpyridin-2-yl)pyrazolo[1,5-a]pyrimidin-7-yl)amino)-1H-pyrrolo[2,3-b]pyridin-2-yl)cyclopent-3-en-1-ol CC1=CC=CC(=N1)C1=NC=2N(C(=C1)NC1=C3C(=NC=C1)NC(=C3)C=3CC(CC3)O)N=CC2